2,5-diaminopyrimidin-4(3H)-one NC1=NC=C(C(N1)=O)N